CC=1C=CC=C2C=CN=C(C12)N(C(=O)N1CCC(CC1)C1=CC(=NO1)C)[C@H]1CNCCC1 (R)-N-(8-methylisoquinolin-1-yl)-4-(3-methylisoxazol-5-yl)-N-(piperidin-3-yl)piperidine-1-carboxamide